C(C1=CC=CC=C1)OCCCC(CCC(=O)O)N[C@@H](C(C)(C)C)C(=O)OC 7-benzyloxy-4-[[(1S)-1-methoxycarbonyl-2,2-dimethyl-propyl]amino]heptanoic acid